(2R,3S,4R,5R)-5-(3-(tert-butoxycarbonyl)pyridin-1-ium-1-yl)-3,4-dihydroxytetrahydrofuran C(C)(C)(C)OC(=O)C=1C=[N+](C=CC1)[C@H]1[C@@H]([C@H](CO1)O)O